FC1=CC=C(COC2=CC3=COC=C3C=C2)C=C1 5-((4-fluorobenzyl)oxy)isobenzofuran